CC1([C@@H](C1)N1C(C(=CC=C1)NC(=O)C1=CC=2C(N=C1OC(C)C)=NN(C2)C21COC(C2)(C1)C)=O)C (R)-N-(1-(2,2-dimethylcyclopropyl)-2-oxo-1,2-dihydropyridin-3-yl)-6-isopropoxy-2-(1-methyl-2-oxabicyclo[2.1.1]hexan-4-yl)-2H-pyrazolo[3,4-b]pyridine-5-carboxamide